N-(4-((3-cyclopropoxy-5-(methylsulfonyl)phenyl)amino)-5-(1-methyl-1H-pyrazol-3-yl)pyridin-2-yl)acetamide C1(CC1)OC=1C=C(C=C(C1)S(=O)(=O)C)NC1=CC(=NC=C1C1=NN(C=C1)C)NC(C)=O